rac-(3R,4R)-1-tert-butoxycarbonyl-3-hydroxy-piperidine-4-carboxylic acid C(C)(C)(C)OC(=O)N1C[C@@H]([C@@H](CC1)C(=O)O)O |r|